ClCCC(C#N)=O 4-chloro-2-oxobutyronitrile